copper-potassium-zinc-tin [Sn].[Zn].[K].[Cu]